COS(=O)(=O)[O-].C(CCCCCCCCCCCCCCC)(=O)[N+](C)(CCO)CC palmitoylethyl-hydroxyethyl-methyl-ammonium methyl-sulfate